N1C=NC(=C1)C(=O)N (E)-1H-imidazole-4-carboxamide